BrC=1C=CC=C(C1)C(C)(C)C 3-bromo-5-tert-butylbenzene